N=1N=CN2C1C=CC(=C2)C=2C(N(C1=NC(=CC=C1C2)OCC(F)F)C2=CC=C(C=C2)OC)=O 3-([1,2,4]triazolo[4,3-a]pyridin-6-yl)-7-(2,2-difluoroethoxy)-1-(4-methoxyphenyl)-1,8-naphthyridin-2(1H)-one